2-methyl-N-(tetrahydrofuran-3-yl)-5-((4-(trifluoromethyl)thiazol-2-yl)methoxy)benzofuran-3-carboxamide CC=1OC2=C(C1C(=O)NC1COCC1)C=C(C=C2)OCC=2SC=C(N2)C(F)(F)F